nitrosodibutyl-tin N(=O)[Sn](CCCC)CCCC